CN1CCN(CC1)N1CCCCC1 1-methyl-4-(piperidinyl)piperazine